1-methylpiperidine-2-carboxylic acid hydrochloride Cl.CN1C(CCCC1)C(=O)O